C(C)(=O)OC1C=CCCOC(CC(CCC1)O[Si](CC)(CC)CC)=O 12-oxo-10-((triethylsilyl)oxy)oxacyclododec-4-en-6-yl acetate